C(C)(C)(C)OC(=O)N1C=NC(=C1C(F)F)C 5-(difluoromethyl)-4-methyl-1H-imidazole-1-carboxylic acid tert-butyl ester